3-(1-methyl-7-((1-(3-methylisothiazole-5-carbonyl)piperidin-4-yl)oxy)-1H-indazol-3-yl)piperidine-2,6-dione CN1N=C(C2=CC=CC(=C12)OC1CCN(CC1)C(=O)C1=CC(=NS1)C)C1C(NC(CC1)=O)=O